F[B-](F)(F)F.C(CCCCC)[P+](CCCCCCCCCCCCCC)(CCCCCC)CCCCCC trihexyl-(tetradecyl)phosphonium tetrafluoroborate